(2S,11aR)-2-((8-fluoro-2-oxo-1,2,3,4-tetrahydroQuinolin-7-yl)oxy)-6-isopropoxy-8-methyl-2,3,11,11a-tetrahydro-1H,5H-benzo[f]pyrrolo[2,1-c][1,4]oxazepine-5-one FC=1C(=CC=C2CCC(NC12)=O)O[C@H]1C[C@@H]2COC3=C(C(N2C1)=O)C(=CC(=C3)C)OC(C)C